IC=1C=CC(=C(C1)S(=O)(=O)O)OC 5-iodo-2-methoxybenzenesulfonic acid